C1=NC=CC2=C(C=CC=C12)C(=O)N1C[C@]2(CCN(C2)C(CN2CC=3C=CSC3CC2)=O)CC1 1-{(R)-7-[(5-isoquinolyl)carbonyl]-2,7-diaza-2-spiro[4.4]nonyl}-2-(4,5,6,7-tetrahydro-1-thia-5-aza-5-indenyl)-1-ethanone